[N+](=O)([O-])C1=C(OC2=CC(=NN2)C(=O)OCC)C=CC=C1 Ethyl 5-(2-nitrophenoxy)-1H-pyrazole-3-carboxylate